[(2R,3S,5R)-5-(6-amino-2-fluoro-purin-9-yl)-2-ethynyl-2-[(4-nitrophenoxy)carbonyloxymethyl]tetrahydrofuran-3-yl](4-nitrophenyl) carbonate C(OC1=C(C=C(C=C1)[N+](=O)[O-])[C@H]1[C@](O[C@H](C1)N1C2=NC(=NC(=C2N=C1)N)F)(COC(=O)OC1=CC=C(C=C1)[N+](=O)[O-])C#C)([O-])=O